C(CCC\C=C/C\C=C/C\C=C/C\C=C/C\C=C/CC)OC(C(=O)OCC)CC Ethyl 2-(((5Z,8Z,11Z,14Z,17Z)-icosa-5,8,11,14,17-pentaen-1-yl)oxy)butanoate